O=C1C(=CC(C2=CC=CC=C12)=O)NC1=CC=C(C=C1)CC(=O)OC methyl 2-(4-((1,4-dioxo-1,4-dihydronaphthalen-2-yl)amino)phenyl)acetate